tert-butyl 4-(2,4-dichloro-6-methoxyphenyl)-1,2,3,6-tetrahydropyridine-1-carboxylate ClC1=C(C(=CC(=C1)Cl)OC)C=1CCN(CC1)C(=O)OC(C)(C)C